ClC=1C=NC=C(C1[C@@H](C)OC=1C=C2C(=NN(C2=CC1)C1OCCCC1)C=1C=C(C(=NC1)N1CC(C1)(N)C=1C=NN(C1)C)F)Cl [5-[5-[(1R)-1-(3,5-dichloro-4-pyridinyl)ethoxy]-1-tetrahydropyran-2-yl-indazol-3-yl]-3-fluoro-2-pyridinyl]-3-(1-methylpyrazol-4-yl)azetidin-3-amine